1-phenyl-3-(4-nitrophenyl)-2,3-epoxy-1-propanone C1(=CC=CC=C1)C(C1C(O1)C1=CC=C(C=C1)[N+](=O)[O-])=O